(R)-10-chloro-2-cyclopentyl-N-((1-isopropylpyrrolidin-2-yl)methyl)-1-oxo-1,2-dihydropyrazino[1,2-a]indole-4-carboxamide ClC1=C2N(C=3C=CC=CC13)C(=CN(C2=O)C2CCCC2)C(=O)NC[C@@H]2N(CCC2)C(C)C